CCCCC/C=C\\C[C@@H](/C=C/C=C\\C/C=C\\C/C=C\\CCC(=O)[O-])O The molecule is a hydroxydocosapentaenoate that is the conjugate base of (4Z,7Z,10Z,12E,14S,16Z)-14-hydroxydocosapentaenoic acid, arising from deprotonation of the carboxy group; major species at pH 7.3. It is a conjugate base of a (4Z,7Z,10Z,12E,14S,16Z)-14-hydroxydocosapentaenoic acid.